tert-Butyl N-[3-(3-bromophenoxy)propyl]carbamate BrC=1C=C(OCCCNC(OC(C)(C)C)=O)C=CC1